7-(6-(bis(4-methoxybenzyl)amino)-4-methyl-3-(trifluoromethyl)pyridin-2-yl)-6-chloro-5-(2-((6,7-dihydro-5H-cyclopenta[c]pyridin-7-yl)amino)ethoxy)quinazolin COC1=CC=C(CN(C2=CC(=C(C(=N2)C2=C(C(=C3C=NC=NC3=C2)OCCNC2CCC3=C2C=NC=C3)Cl)C(F)(F)F)C)CC3=CC=C(C=C3)OC)C=C1